FC1=C(C=O)C=C(C=C1)[N+](=O)[O-] 2-fluoro-5-nitro-benzaldehyde